C[N+](C)(C)CC(CC(=O)[O-])OC(=O)CCCCCCC/C=C\\CCCCCCCC(=O)O The molecule is an O-acylcarnitine having (9Z)-17-carboxyheptadec-9-enoyl as the acyl substituent. It has a role as a metabolite. It is an O-acylcarnitine, a carboxylic ester and an ammonium betaine. It derives from a carnitine.